5-methyl-1H-pyrrolo[3,2-b]pyridin-3-amine hydrochloride Cl.CC1=CC=C2C(=N1)C(=CN2)N